bromoacrylic acid dimethylaminoethyl ester CN(C)CCOC(C(=C)Br)=O